tert-butyl (S)-4-(3-(3-bromophenyl)-1-(tert-butoxy)-1-oxopropan-2-yl)piperidine-1-carboxylate BrC=1C=C(C=CC1)C[C@H](C(=O)OC(C)(C)C)C1CCN(CC1)C(=O)OC(C)(C)C